6,10-dioxa-Spiro-[4.5]-decan-7,9-dion C1CCCC12OC(CC(O2)=O)=O